p-tertbutyl-styrene C(C)(C)(C)C1=CC=C(C=C)C=C1